3-(5-(8-(2-((3r,5r,7r)-adamantan-1-yl)ethyl)-3,8-diazabicyclo[3.2.1]oct-3-yl)-2-methyl-4-oxoquinazolin-3(4H)-yl)piperidine-2,6-dione C12(CC3CC(CC(C1)C3)C2)CCN2C3CN(CC2CC3)C3=C2C(N(C(=NC2=CC=C3)C)C3C(NC(CC3)=O)=O)=O